[N+](=O)([O-])CCOC(C)(C)C1=CC=CC=C1 (2-(2-Nitroethoxy)propan-2-yl)benzene